(S)-N-(7-chloro-6-(4-((3S,4S)-4-hydroxy-3-methyltetrahydrofuran-3-yl)piperazin-1-yl)isoquinolin-3-yl)spiro[2.2]pentane-1-carboxamide ClC1=C(C=C2C=C(N=CC2=C1)NC(=O)[C@H]1CC12CC2)N2CCN(CC2)[C@]2(COC[C@H]2O)C